3-(6-((1-benzylazetidin-3-yl)methyl)-2-oxobenzo[cJ]indol-1(2H)-yl)piperidine-2,6-dione C(C1=CC=CC=C1)N1CC(C1)CC=1C=2C3=C(C(N(C3=CC1)C1C(NC(CC1)=O)=O)=O)C=CC2